CC1=NC2=CC=C(C=C2C=C1)C1=CN=C(N1)[C@H](CSCCCC1(OCCO1)C=1OC=CN1)NC(OC(C)(C)C)=O (R)-tert-butyl (1-(5-(2-methylquinolin-6-yl)-1H-imidazol-2-yl)-2-((3-(2-(oxazol-2-yl)-1,3-dioxolan-2-yl)propyl)thio)ethyl)carbamate